3-{2-[2-(2-{2-[methyl-(2,2,2-trifluoro-acetyl)-amino]-ethoxy}-ethoxy)-ethoxy]-ethoxy}-propionamide CN(CCOCCOCCOCCOCCC(=O)N)C(C(F)(F)F)=O